CCOC(=O)C1=C(N=C2C(=C1)C(=C(S2)C(=O)OCC)N)C(F)(F)F 3,4,7-trihydroxyisoflavone